2-(5-benzo[1,3]dioxazol-5-yl-2-tert-butyl-3H-imidazol-4-yl)-6-methylpyridin hydrochloride hydrate O.Cl.O1NOC2=C1C=CC(=C2)C2=C(NC(=N2)C(C)(C)C)C2=NC(=CC=C2)C